CN1N=C(C=C1)[C@@H]1CC[C@H]2OC3(C(N21)=O)CC(C3)OC=3C=NC=CC3 (5'S,7a'R)-5'-(1-methyl-1H-pyrazol-3-yl)-3-[(pyridin-3-yl)oxy]tetrahydro-3'H-spiro[cyclobutane-1,2'-pyrrolo[2,1-b][1,3]oxazol]-3'-one